B(O)O.O1C=NC=C1 oxazole boronate